2,2-Dimethyl-propionic acid 2-cyano-6-oxo-1-propyl-8-[1-(3-trifluoromethyl-benzyl)-1H-pyrazol-4-yl]-1,6-dihydro-purin-7-ylmethyl ester C(#N)C=1N(C(C=2N(C(=NC2N1)C=1C=NN(C1)CC1=CC(=CC=C1)C(F)(F)F)COC(C(C)(C)C)=O)=O)CCC